6-(2-isobutyl-7H-pyrrolo[2,3-d]pyrimidin-5-yl)-4,4-dimethyl-3,4-dihydroisoquinolin-1(2H)-one C(C(C)C)C=1N=CC2=C(N1)NC=C2C=2C=C1C(CNC(C1=CC2)=O)(C)C